2-(7-bromo-6-chloro-1,3-benzodioxol-5-yl)-N4,6-dimethyl-pyrimidine-2,4-diamine BrC1=C(C(=CC2=C1OCO2)C2(NC(=CC(=N2)NC)C)N)Cl